N,N'-dihydroxynonandiamide ONC(CCCCCCCC(=O)NO)=O